5-tert-butyl-2-(4-cyclopropyl-6-methoxy-pyrimidin-5-yl)-4-[[4-[1-methyl-4-(trifluoromethyl)imidazol-2-yl]phenyl]methoxy]pyrimidine C(C)(C)(C)C=1C(=NC(=NC1)C=1C(=NC=NC1OC)C1CC1)OCC1=CC=C(C=C1)C=1N(C=C(N1)C(F)(F)F)C